FC=1C=C(OC2CN(C2)C2=CC=C(C=N2)C=2C=3N(C=C(C2)OCC(C)(C)O)N=CC3C#N)C=C(C1)F 4-(6-(3-(3,5-difluorophenoxy)azetidin-1-yl)pyridin-3-yl)-6-(2-hydroxy-2-methylpropoxy)pyrazolo[1,5-a]pyridine-3-carbonitrile